FC1=C(C(=CC=C1)F)[C@@H](C(=O)O)N1C[C@H](N([C@H](C1)C(NCC1=CC=C(C=C1)C1=NC=CC=N1)=O)C(C(C)C)=O)C (S)-2-(2,6-difluorophenyl)-2-((3R,5R)-4-isobutyryl-3-methyl-5-((4-(pyrimidin-2-yl)benzyl)carbamoyl)piperazin-1-yl)acetic acid